2-aminopropane-1,3-diyl dioleate C(CCCCCCC\C=C/CCCCCCCC)(=O)OCC(COC(CCCCCCC\C=C/CCCCCCCC)=O)N